N-(1-(2-Bromo-4-fluorophenyl)ethyl)-5-chloro-2-methoxy-N-methylnicotinamide BrC1=C(C=CC(=C1)F)C(C)N(C(C1=C(N=CC(=C1)Cl)OC)=O)C